COCCN(C=1N=C(C2=C(N1)C(=NC(=N2)N2CC(NCC2)=O)N2CCC(CC2)OC)N2CC(N(CC2)C)=O)CCOC 4-(2-(bis(2-methoxyethyl)amino)-8-(4-methoxypiperidin-1-yl)-6-(3-oxopiperazin-1-yl)pyrimido[5,4-d]pyrimidin-4-yl)-1-methylpiperazin-2-one